N[Pt](N)(N)(N)(Cl)(Cl)(Cl)Cl tetra-aminoplatinum tetra-chloride